N-(3-(MORPHOLINE-4-CARBONYL)PHENYL)-2-(3-OXO-2,3-DIHYDRO-4H-BENZO[B][1,4]THIAZIN-4-YL)ACETAMIDE N1(CCOCC1)C(=O)C=1C=C(C=CC1)NC(CN1C2=C(SCC1=O)C=CC=C2)=O